C(=C)[Ni-3](C=C)C=C Trivinyl-nickel (0)